2-(trifluoromethyl)pyrimidine-5-carboximidamide hydrochloride Cl.FC(C1=NC=C(C=N1)C(N)=N)(F)F